1-(4-(cyanomethyl)phenethyl)-1H-pyrazole-4-carboxamide C(#N)CC1=CC=C(CCN2N=CC(=C2)C(=O)N)C=C1